24-(tert-butoxycarbonyl)-1-(9H-fluoren-9-yl)-3,19,22-trioxo-2,8,11,14-tetraoxa-4,18,23-triazacycloheptacosan-27-oic acid C(C)(C)(C)OC(=O)C1NC(CCC(NCCCOCCOCCOCCCNC(OC(C(CC1)C(=O)O)C1C2=CC=CC=C2C=2C=CC=CC12)=O)=O)=O